tetrakis(2-methylbenzoyl)germanium CC1=C(C(=O)[Ge](C(C2=C(C=CC=C2)C)=O)(C(C2=C(C=CC=C2)C)=O)C(C2=C(C=CC=C2)C)=O)C=CC=C1